OCCN(C1=CC=C(C=C1)NC=1C(C=C(C(C1)=O)NCCO)=O)CCO 2-((4-(di-(2-hydroxyethyl)amino)phenyl)amino)-5-((2-hydroxyethyl)amino)-2,5-cyclohexadien-1,4-dione